2-(2,5-dibromophenyl)acetic acid BrC1=C(C=C(C=C1)Br)CC(=O)O